C(C)N1C[C@@H](C[C@@H](C1)O)NC=1OC=2C(=NC(=CC2OC)C2=C(C=C(C#N)C=C2OCOCC[Si](C)(C)C)C)N1 4-[2-[[(3R,5S)-1-ethyl-5-hydroxy-3-piperidyl]amino]-7-methoxy-oxazolo[4,5-b]pyridin-5-yl]-3-methyl-5-(2-trimethylsilylethoxymethoxy)benzonitrile